O1CCN(CC1)C1=NC(=C2C=CC=NC2=C1)OC1CCC(CC1)NC(=O)C1=CN=CS1 N-((1s,4s)-4-((7-morpholino-1,6-naphthyridin-5-yl)oxy)cyclohexyl)thiazole-5-carboxamide